ClC=1C=C(C=CC1F)NC(N(CC(C)C)C1CCCC=2NC(C3=CC(=CC=C3C12)F)=O)=O 3-(3-chloro-4-fluorophenyl)-1-(8-fluoro-6-oxo-1,2,3,4,5,6-hexahydrophenanthridin-1-yl)-1-isobutyl-urea